5-amino-4-[5-[1-methyl-2-[(1R,5S)-3-oxabicyclo[3.1.0]hexan-6-yl]imidazol-4-yl]-1-oxo-isoindolin-2-yl]-5-oxo-pentanoic acid NC(C(CCC(=O)O)N1C(C2=CC=C(C=C2C1)C=1N=C(N(C1)C)C1[C@@H]2COC[C@H]12)=O)=O